FC1=C(C=CC=C1)C(C1=CC=C2C=CC=NC2=C1O)N1CCC(CC1)C 7-((2-fluorophenyl)(4-methylpiperidin-1-yl)methyl)quinolin-8-ol